tetramethyl-propylene diammonium pyrophosphate [O-]P([O-])(=O)OP(=O)(O)O.[NH4+].[NH4+].CCC(=C(C)C)C